(1-{[(2-methylpropan-2-yl)oxy]carbonyl}-2,5-dihydro-1H-pyrrol-3-yl)pyridine-2-carboxylic acid methyl ester COC(=O)C1=NC=CC=C1C=1CN(CC1)C(=O)OC(C)(C)C